N4-(4-(5-bromo-3,3-dimethyl-2,3-dihydro-1H-pyrrolo[3,2-b]pyridin-1-yl)pyrimidin-2-yl)-N1-(2-(dimethylamino)ethyl)-5-methoxy-N1-methylbenzene-1,2,4-triamine BrC1=CC=C2C(=N1)C(CN2C2=NC(=NC=C2)NC=2C=C(C(=CC2OC)N(C)CCN(C)C)N)(C)C